(4-(3-chloro-4-((3,5-difluoropyridin-2-yl)methoxy)-5',6-dimethyl-2-oxo-2H-[1,4'-bipyridin]-2'-yl)pyrimidin-2-yl)-N-methylcyclobutane-1-carboxamide ClC=1C(N(C(=CC1OCC1=NC=C(C=C1F)F)C)C1=CC(=NC=C1C)C1=NC(=NC=C1)C1(CCC1)C(=O)NC)=O